(S)-N-(2,4,5-trimethyl-4,5-dihydropyrido[3,4-e][1,2,4]triazolo[1,5-a]pyrazin-6-yl)cyclopropanecarboxamide CC1=NN2C([C@@H](N(C3=C2C=CN=C3NC(=O)C3CC3)C)C)=N1